C(C=C)[C@@H]1[C@@](CN(C1)C(=O)OC(C)(C)C)(C(=O)OC)NC(C(F)(F)F)=O |r| racemic-1-tert-butyl 3-methyl (3R,4S)-4-allyl-3-[(trifluoroacetyl)amino]pyrrolidine-1,3-dicarboxylate